C1(CCCCC1)C1=CC=C(C=C1)B(O)O 4-CYCLOHEXYLBENZENEBORONIC ACID